NC1=C(C(C=C(O1)CC(=O)OC)C1=CC(=CC=C1)NC(=O)NC1=CC=CC=C1)C#N 6-amino-5-cyano-2-(2-methoxy-2-oxoethyl)-4-[3-(3-phenylureido)phenyl]-4H-pyran